1-(tert-butyl) 5-ethyl (2-(4-chlorophenyl)-2-methylpropanoyl)-L-valyl-D-glutamate ClC1=CC=C(C=C1)C(C(=O)N[C@@H](C(C)C)C(=O)N[C@H](CCC(=O)OCC)C(=O)OC(C)(C)C)(C)C